3,5-diamino-1H-1,2,4-triazole NC1=NNC(=N1)N